tert-Butyl-3-(5-(6-chloro-4-(methylamino)pyridin-3-yl)-1,3,4-thiadiazol-2-yl)azetidine C(C)(C)(C)N1CC(C1)C=1SC(=NN1)C=1C=NC(=CC1NC)Cl